COC(C(CC)OC=1C=C(CN2C(=C(C3=CC(=CC=C23)C(=O)O)C)C)C=CC1)=O (3-((1-Methoxy-1-oxobutan-2-yl)oxy)benzyl)-2,3-dimethyl-1H-indole-5-carboxylic Acid